N[C@@H]1CCC=2C=3C1=C1C(=NC3C=C(C2)F)C2=CC3=C(C(N2C1)=O)COC([C@]3(O)CC)=O (1R,9S)-1-amino-9-ethyl-5-fluoro-9-hydroxy-1,2,3,9,12,15-hexahydro-10H,13H-benzo[de]pyrano[3',4':6,7]indolizino[1,2-b]quinoline-10,13-dione